NC1=C(C=C(C=C1)Br)NC1=CC2=C(N(C(O2)=O)C)C=C1 6-((2-amino-5-bromophenyl)amino)-3-methylbenzo[d]oxazol-2(3H)-one